L-Allo-Threonin N[C@@H]([C@@H](O)C)C(=O)O